1-(3-(4'-fluoro-3-(1-methyl-1H-pyrazol-3-yl)-[1,1'-biphenyl]-4-yl)pyrrolidin-1-yl)prop-2-en-1-one FC1=CC=C(C=C1)C1=CC(=C(C=C1)C1CN(CC1)C(C=C)=O)C1=NN(C=C1)C